C(C=1C(C(=O)OC(C)CC(C)C)=CC=CC1)(=O)OC(C)CC(C)C Di(4-methyl-2-pentyl) phthalate